2-(1-benzothiophen-3-ylmethylene)-3,4-dihydronaphthalene S1C=C(C2=C1C=CC=C2)C=C2CC1=CC=CC=C1CC2